C(C=C)(=O)N1C[C@@H](N(CC1)C=1C2=C(N(C(N1)=O)C=1C(=NC=CC1C)C(C)C)N=C(C(=C2)F)Cl)C (S)-4-(4-acryloyl-2-methylpiperazin-1-yl)-7-chloro-6-fluoro-1-(2-isopropyl-4-methylpyridin-3-yl)pyrido[2,3-d]pyrimidin-2(1H)-one